[Br-].[NH4+].[NH4+].[Br-] bis-ammonium bromide